CNC1=NC=2N(C(=N1)N)N=CN2 N5-methyl-[1,2,4]triazolo[1,5-a][1,3,5]triazine-5,7-diamine